C1CC(CC=2C3=CC=CC=C3NC12)N 2,3,4,9-tetrahydro-1H-carbazol-3-amine